thiazolo[5',4':4,5]pyrrolo[2,3-d]pyridazine S1CN=C2C1=C1C(C=NN=C1)=N2